C1(CC1)CC1=CC(=NN1)N 5-(cyclopropylmethyl)-1H-pyrazol-3-amine